stearamidopropyltrimethylammonium C(CCCCCCCCCCCCCCCCC)(=O)NCCC[N+](C)(C)C